methyl 3-[[4-(4-fluoro-3-methyl-phenyl)-3-isopropyl-7-methoxy-2-quinolyl] amino]propanoate FC1=C(C=C(C=C1)C1=C(C(=NC2=CC(=CC=C12)OC)NCCC(=O)OC)C(C)C)C